FC1(CC(NC1)C)F 4,4-difluoro-2-methyl-pyrrolidine